6-(((4-methylbenzo[d]oxazol-2-yl)methyl)thio)-1-(tetrahydro-2H-pyran-4-yl)-1,5-dihydro-4H-pyrazolo[3,4-d]pyrimidin-4-one CC1=CC=CC2=C1N=C(O2)CSC=2NC(C1=C(N2)N(N=C1)C1CCOCC1)=O